FC1=C(C=CC=C1OC)B(O)O 2-Fluoro-3-methoxyphenyl-boronic acid